C(C)(C)(CC)C1CCC(CC1)=O 4-tert.-pentylcyclohexanone